(E)-N-ethyl-N-(2-methyl-sulfanylethyl)-3-(p-tolyl)prop-2-enamide C(C)N(C(\C=C\C1=CC=C(C=C1)C)=O)CC(C)S